C(C)N1C=NC(=C1)C1=NC2=NC=CC(=C2C=C1)C1=CN=C2N1N=C(C(=C2)C2=CC=C(C=C2)[C@@]21CN(C[C@H]1C2)C2CCOCC2)C 2-(1-Ethyl-1H-imidazol-4-yl)-5-(6-methyl-7-(4-((1R,5S)-3-(tetrahydro-2H-pyran-4-yl)-3-azabicyclo[3.1.0]hexan-1-yl)phenyl)imidazo[1,2-b]pyridazin-3-yl)-1,8-naphthyridine